C(=O)(O)CCNC=1C=C(C(=O)O)C=CC1Cl 3-((2-carboxyethyl)amino)-4-chlorobenzoic acid